BrCCC1(COC2(OC1)CCCCC2)CCBr 3,3-Bis(bromoethyl)-1,5-dioxaspiro[5.5]undecane